Methyl 5-(4-fluorophenyl)-3,4-dihydro-2H-pyrrole-2-carboxylate FC1=CC=C(C=C1)C=1CCC(N1)C(=O)OC